C(CCCCCCC)OC(CCCCC(=O)OCCC(CCCCCCCCCCCC)OC(=O)[C@@H]1NCCC1)OCCCCCCCC (2R)-1-((6,6-bis(octyloxy)hexanoyl)oxy)pentadecan-3-ylpyrrolidine-2-carboxylate